tert-butyl 3-(2-methoxyethoxy)azetidine-1-carboxylate COCCOC1CN(C1)C(=O)OC(C)(C)C